C1(CCCC(N1)=O)=N glutarimide-IMiD